benzyl (5S)-5-[(3-chloro-4-fluoro-phenyl)-methyl-carbamoyl]-2-oxo-imidazolidine-1-carboxylate ClC=1C=C(C=CC1F)N(C(=O)[C@@H]1CNC(N1C(=O)OCC1=CC=CC=C1)=O)C